(S)-3-(4-fluoro-1'-(3-(1-methyl-1H-pyrazol-4-yl)benzyl)-6-oxo-6,8-dihydro-2H,7H-spiro[furo[2,3-e]isoindol-3,4'-piperidin]-7-yl)piperidine-2,6-dione FC1=C2C(=C3CN(C(C3=C1)=O)[C@@H]1C(NC(CC1)=O)=O)OCC21CCN(CC1)CC1=CC(=CC=C1)C=1C=NN(C1)C